Cl.NC1=NC=CC(=C1)C=1OC=C(N1)C(=O)NC=1C=C2C(=NC1N1CC(CCC1)O)N=C(S2)N2CCOCC2 2-(2-aminopyridin-4-yl)-N-(5-(3-hydroxypiperidin-1-yl)-2-morpholinothiazolo[4,5-b]pyridin-6-yl)oxazole-4-carboxamide hydrochloride